8-(2-chloro-4-fluorophenyl)-9-(4-((1-(3-fluoropropyl)azetidin-3-yl)methyl)phenyl)-6,7-dihydro-5H-benzo[7]annulene-3-carboxylic acid hydrochloride Cl.ClC1=C(C=CC(=C1)F)C=1CCCC2=C(C1C1=CC=C(C=C1)CC1CN(C1)CCCF)C=CC(=C2)C(=O)O